N-(3-cyano-4-fluorophenyl)-4-(5-(1-ethyl-3-nitro-1H-pyrazol-5-yl)-5-hydroxyoctahydropentalen-2-yl)-1-methyl-1H-imidazole-5-carboxamide C(#N)C=1C=C(C=CC1F)NC(=O)C1=C(N=CN1C)C1CC2CC(CC2C1)(O)C1=CC(=NN1CC)[N+](=O)[O-]